ClC1=C(C(=O)C2=CNC3=C2C2=C(NC(C4(N2)CC(CC4)N4CCOCC4)=O)C=N3)C=CC(=C1)OC1=CC=CC=C1 9'-(2-chloro-4-phenoxybenzoyl)-3-morpholino-4',7'-dihydrospiro[cyclopentane-1,2'-pyrrolo[3',2':5,6]pyrido[3,4-b]pyrazin]-3'(1'H)-one